dichlorophenoxyphenoxypropionic acid, methyl ester ClC(C(C(=O)OC)(OC1=CC=CC=C1)OC1=CC=CC=C1)Cl